1-(2-Hydroxy-4,6-dimethoxyphenyl)-3-(4-methoxy-3-phenylmethoxyphenyl)prop-2-en-1-one OC1=C(C(=CC(=C1)OC)OC)C(C=CC1=CC(=C(C=C1)OC)OCC1=CC=CC=C1)=O